4,4-diethyl-1-hexene C(C)C(CC=C)(CC)CC